(E)-2,2'-(5-(4,8-Dimethylnona-1,7-dienyl)-1,3-phenylene)bis(oxy)diacetic acid CC(C/C=C/C=1C=C(C=C(C1)OCC(=O)O)OCC(=O)O)CCC=C(C)C